4-bromo-2-isopropyl-2H-indazole BrC=1C2=CN(N=C2C=CC1)C(C)C